2-bromo-7-cyclopropyl-5-((2-(trimethylsilyl)ethoxy)methyl)-5H-pyrrolo[2,3-b]pyrazine BrC=1N=C2C(=NC1)N(C=C2C2CC2)COCC[Si](C)(C)C